C1(CCCCC1)CCC1N(CCC2=CC(=C(C=C12)OCC)OC)C=O 1-(2-cyclohexylethyl)-7-ethoxy-6-methoxy-3,4-dihydroisoquinoline-2(1H)-formaldehyde